OCC1=CC=C(C=C1)C1=CC=CC=C1 4'-hydroxymethylbiphenyl